[N+](=O)([O-])C1=CC=C(C=C1)C=C(C)[N+](=O)[O-] 1-nitro-4-(2-nitroprop-1-en-1-yl)benzene